C1(CC1)C1=C(C(=NO1)C1=C(C=CC=C1Cl)Cl)CO[C@H]1[C@@H]2CN([C@H](C1)C2)C2=CC=CC=C2 4-[(1S,4S,5R)-5-{[5-cyclopropyl-3-(2,6-dichlorophenyl)-1,2-oxazol-4-yl]Methoxy}-2-azabicyclo[2.2.1]Heptane-2-yl]Benzol